(R)-5-methyl-1,4-oxazepan hydrochloride Cl.C[C@H]1NCCOCC1